ClC=1C=C(C=CC1OC)C1N(CCC(C1)N1C(NC2=C1C=CC(=C2)OC)=O)C(=O)N (3-chloro-4-methoxyphenyl)-4-(5-methoxy-2-oxo-2,3-dihydro-1H-1,3-benzodiazol-1-yl)piperidine-1-carboxamide